dimethylphenyl thioether CC=1C(=C(C=CC1)SC1=C(C(=CC=C1)C)C)C